C1(CC1)C=1N=CC=2N(C1[C@H](C#C)O)C=NC2 (S)-1-(6-cyclopropyl-imidazo[1,5-a]pyrazin-5-yl)prop-2-yn-1-ol